tert-butyl (2S,6S)-2-(benzyloxymethyl)-6-methyl-morpholine-4-carboxylate C(C1=CC=CC=C1)OC[C@@H]1CN(C[C@@H](O1)C)C(=O)OC(C)(C)C